4-((2-(2-(2-(2-azidoethoxy)ethoxy)ethoxy)ethyl)amino)-2-(2,6-dioxopiperidin-3-yl)isoindoline-1,3-dione N(=[N+]=[N-])CCOCCOCCOCCNC1=C2C(N(C(C2=CC=C1)=O)C1C(NC(CC1)=O)=O)=O